COC(=O)C=1SC=CC1S(=O)(=O)NC1=C(C=C(C=C1)NC1=CC=CC=C1)OC 3-[[[2-Methoxy-4-(phenylamino)phenyl]amino]sulfonyl]-2-thiophenecarboxylic acid methyl ester